tert-butyl 4-(4-cyanophenyl)-6-formylisoindoline-2-carboxylate C(#N)C1=CC=C(C=C1)C1=C2CN(CC2=CC(=C1)C=O)C(=O)OC(C)(C)C